pyrazinopyrazinyl-(pyrazinopyrazine) N1=C(C=NC2=C1N=CC=N2)C=2C=NC1=C(N=CC=N1)N2